[1,2,5]thiadiazolo[3,4-b]pyridine-6-sulfonyl chloride N=1SN=C2N=CC(=CC21)S(=O)(=O)Cl